CC(CCCCCCCCCCC(=O)O)C 12-methyl-tridecanoic acid